CC1=CC=C(O1)CN 5-methyl-2-furanmethaneamine